ClC=1C=C(C=CC1Cl)C=1N=C(SC1C1=NN=NN1C)NC1=C(SC=C1)C(=O)OC methyl 3-(4-(3,4-dichlorophenyl)-5-(1-methyl-1H-tetrazol-5-yl)thiazol-2-ylamino)thiophene-2-carboxylate